ClC=1C=CC(=C(C1)C1=CC(=C(N=N1)N(C)CC1=CC(=CC=C1)O)NC1=CC(=NC=C1)NC(CCN1CCN(CC1)C)=O)F N-(4-{[6-(5-chloro-2-fluoro-phenyl)-3-{[(3-hydroxyphenyl)methyl](methyl)amino}-pyridazin-4-yl]amino}pyridin-2-yl)-3-(4-methylpiperazin-1-yl)propanamide